CN1C=[N+](C=C1)CCCC 1-Methyl-3-butylimidazolium